7-(8-chloronaphthalen-1-yl)-2-(((2R,7aS)-2-fluorohexahydro-1H-pyrrolizin-7a-yl)methoxy)-5,6,7,8-tetrahydropyrido[3,4-d]pyrimidin-4-ol ClC=1C=CC=C2C=CC=C(C12)N1CC=2N=C(N=C(C2CC1)O)OC[C@]12CCCN2C[C@@H](C1)F